4-(4-(2-oxa-6-azaspiro[3.3]heptan-6-ylmethyl)-2-fluorobenzylamino)-2-(2,6-dioxopiperidin-3-yl)isoindoline-1,3-dione C1OCC12CN(C2)CC2=CC(=C(CNC1=C3C(N(C(C3=CC=C1)=O)C1C(NC(CC1)=O)=O)=O)C=C2)F